5-(3-methyltriazolin-1-yl)-imidazole-4-carboxamide CN1NN(C=C1)C1=C(N=CN1)C(=O)N